N,N,N-triethyl-1-adamantylammonium hydroxide [OH-].C(C)[N+](CC)(CC)C12CC3CC(CC(C1)C3)C2